1-(2-(3-bromophenyl)-4-(4-fluorophenoxy)butyl)-1H-imidazole BrC=1C=C(C=CC1)C(CN1C=NC=C1)CCOC1=CC=C(C=C1)F